FC1=C(C=CC=C1)C1=CC=C(C=C1)CCCNS(=O)(=O)C=1N=CNC1 N-(3-(2'-fluoro-[1,1'-biphenyl]-4-yl)propyl)-1H-imidazole-4-sulfonamide